diphenyl-phosphorylazide C1(=CC=CC=C1)P(=O)(C1=CC=CC=C1)N=[N+]=[N-]